OCCCCCCN1C2=CC=CC=C2C=2C=CC=CC12 N-(6-hydroxyhexyl)carbazole